N-(3-methoxybenzyl)-N-(4-(4-methylpiperazin-1-yl)benzyl)-4-((2-morpholinoethoxy)methyl)oxazol-2-amine COC=1C=C(CN(C=2OC=C(N2)COCCN2CCOCC2)CC2=CC=C(C=C2)N2CCN(CC2)C)C=CC1